ClC1=C(C=C(C=C1)C=1C=NN(C1)CC1=NN(C=C1)C(CC)CC)OC(F)F 3-[[4-[4-Chloro-3-(difluoromethoxy)phenyl]pyrazol-1-yl]methyl]-1-(1-ethylpropyl)pyrazole